C(C)(=O)N1CCC(CC1)NCC=1C=CC(=NC1OC)C1=C(C(=NC=C1)C=1C(=C(C=CC1)NC(C1=NC=C(C(=C1)OC)CNCC(C)O)=O)C)Cl N-(3-(5-(((1-acetylpiperidin-4-yl)amino)methyl)-3'-chloro-6-methoxy-[2,4'-bipyridin]-2'-yl)-2-methylphenyl)-5-(((2-hydroxypropyl)amino)methyl)-4-methoxypicolinamide